C12(CC3CC(CC(C1)C3)C2)C(=O)N adamantane-1-amide